methyl 6-vinyl-3-methylimidazo[1,2-a]pyridine-8-carboxylate C(=C)C=1C=C(C=2N(C1)C(=CN2)C)C(=O)OC